2-methyl-5-prop-2-ylbicyclo[3.1.0]-2-hexene CC=1C2CC2(CC1)C(C)C